C(C1=CC=CC=C1)O[C@@H]1[C@H]([C@@H](O[C@@H]([C@@H]1OCC1=CC=CC=C1)COCC1=CC=CC=C1)OC)NC(C)=O N-((2R,3R,4R,5R,6R)-4,5-bis(benzyloxy)-6-((benzyloxy)methyl)-2-methoxytetrahydro-2H-pyran-3-yl)acetamide